O[C@H]1C[C@H]([C@H](CC1)C(=O)OC)OC methyl (1S,2R,4R)-4-hydroxy-2-methoxycyclohexanecarboxylate